(2E)-3-(1-methyl-1H-pyrazol-4-yl)propan-2-enoic acid tert-butyl ester C(C)(C)(C)OC(\C=C\C=1C=NN(C1)C)=O